ClC=1C=C(C(=C(C1)C1=CC=C(C=C1)CC(=O)O)NS(=O)(=O)C=1C=NC=C(C1C)C)F {5'-chloro-2'-[(4,5-dimethylpyridine-3-sulfonyl)amino]-3'-fluoro[1,1'-biphenyl]-4-yl}acetic acid